Benzyl N-[(3R)-4,4-difluoro-1-(4-{2-methyl-5-[(3S)-3-(2,2,2-trifluoroethyl)pyrrolidine-1-carbonylamino]phenyl}-6-(morpholin-4-yl)pyridin-2-yl)pyrrolidin-3-yl]carbamate FC1([C@@H](CN(C1)C1=NC(=CC(=C1)C1=C(C=CC(=C1)NC(=O)N1C[C@@H](CC1)CC(F)(F)F)C)N1CCOCC1)NC(OCC1=CC=CC=C1)=O)F